C1(CC1)N1N=CC(=N1)C1OCCC(=C1)B1OC(C(O1)(C)C)(C)C 2-cyclopropyl-4-(4-(4,4,5,5-tetramethyl-1,3,2-dioxaborolan-2-yl)-5,6-dihydro-2H-pyran-2-yl)-2H-1,2,3-triazole